2-[3-[3-(3-chlorophenyl)-1,2,4-oxadiazol-5-yl]-6-oxopyridazin-1-yl]-N-cyclobutylacetamide ClC=1C=C(C=CC1)C1=NOC(=N1)C1=NN(C(C=C1)=O)CC(=O)NC1CCC1